ClC=1C=C2C(=C3C4(NC(NC13)=O)CCCCC4)OC(=C2)C(=O)N(C)CC 5'-chloro-N-ethyl-N-methyl-7'-oxo-7',8'-dihydro-6'H-spiro[cyclohexane-1,9'-furo[2,3-f]quinazoline]-2'-carboxamide